O[C@H]1[C@H](OC[C@@H]([C@H]1O)NC1=NC(=CC=C1)C(F)(F)F)CN1CCN(CC1)CC1CCN(CC1)C1=CC=C(C(=O)N)C=C1 4-(4-((4-(((2R,3R,4R,5S)-3,4-dihydroxy-5-((6-(trifluoromethyl)pyridin-2-yl)amino)tetrahydro-2H-pyran-2-yl)methyl)piperazin-1-yl)methyl)piperidin-1-yl)benzamide